NC1=C(C=C(N=N1)C1=C(C=CC=C1)O)C1=NC=CC(=C1)N1CCNCC1 2-[6-amino-5-(4-piperazin-1-yl-2-pyridyl)pyridazin-3-yl]phenol